O1C[C@@H](CC1)CC1=NC=2C(=NC=CC2C2CCN(CC2)C(=O)C2=CC=C(C=C2)OC(F)(F)F)N1 |r| (rac)-[4-[2-(tetrahydrofuran-3-ylmethyl)-3H-imidazo[4,5-b]pyridin-7-yl]-1-piperidyl]-[4-(trifluoromethoxy)phenyl]methanone